3,5-Diformylbenzyl sulfide C(=O)C=1C=C(CSCC2=CC(=CC(=C2)C=O)C=O)C=C(C1)C=O